(3-fluorophenyl)(1-((1R,2S,5R)-2-isopropyl-5-methylcyclohexyl)-1H-1,2,3-triazole-4-yl)methanone FC=1C=C(C=CC1)C(=O)C=1N=NN(C1)[C@H]1[C@@H](CC[C@H](C1)C)C(C)C